CS(=O)(=O)OCC1N(CC2(CCC2)C1)C1=NC(=NC(=C1)Cl)Cl (6-(2,6-dichloropyrimidin-4-yl)-6-azaspiro[3.4]octan-7-yl)methyl methanesulfonate